N-(4-((5-(1,6-dimethyl-1H-pyrazolo[3,4-b]pyridin-4-yl)-3-methyl-4,5,6,7-tetrahydro-1H-pyrazolo[4,3-c]pyridin-1-yl)methyl)bicyclo[2.2.2]octan-1-yl)-2-(N-methylacetamido)acetamide CN1N=CC=2C1=NC(=CC2N2CC1=C(CC2)N(N=C1C)CC12CCC(CC1)(CC2)NC(CN(C(C)=O)C)=O)C